C(C)(C)C=1C2=CC(=C(C(=C2C=C(C1)O)O)C=1C(=C2C=C(C(=C(C2=CC1C)C(C)C)O)O)O)C 5,5'-diisopropyl-3,3'-dimethyl-[2,2'-binaphthalene]-1,1',6',7,7'-pentaol